(1,4-diazabicyclo[3.2.2]nonan-4-yl)(3-(3-chloro-2-methoxypyridin-4-yl)-4,7-dihydropyrano[3,4-c]pyrazol-1(5H)-yl)-methanone N12CCN(C(CC1)CC2)C(=O)N2N=C(C1=C2COCC1)C1=C(C(=NC=C1)OC)Cl